N(=[N+]=[N-])[C@@H]1[C@H]([C@@H](SC=2C=C(C(=NC2)C#N)Br)O[C@@H]([C@@H]1OC(C)=O)COC(C)=O)OC 3-Bromo-2-cyanopyridin-5-yl 3-azido-4,6-di-O-acetyl-3-deoxy-2-O-methyl-1-thio-α-D-galactopyranoside